2-(9H-xanthine-9-yl)malonic acid N1C(=O)NC=2N(C=NC2C1=O)C(C(=O)O)C(=O)O